ClC1=CC=C(C=C1)CCC1=NOC(=N1)CN1N=CC(=C(C1=O)C)N1C(CCC1)=O 2-({3-[2-(4-chlorophenyl)ethyl]-1,2,4-oxadiazol-5-yl}methyl)-4-methyl-5-(2-oxopyrrolidin-1-yl)-2,3-dihydropyridazin-3-one